2-[12-[ethyl-(methyl)amino]-9-oxo-5-thia-1,3,10,11-tetraazatricyclo-[6.4.0.02,6]dodeca-2(6),3,7,11-tetraen-10-yl]-N-pyrimidin-4-yl-acetamide C(C)N(C1=NN(C(C2=CC=3SC=NC3N12)=O)CC(=O)NC1=NC=NC=C1)C